trans-rac-N-(2-Chloro-5-(2,2-dichloro-3-(3,5-dichlorophenyl)cyclopropane-1-carboxamido)phenyl)pyrimidine-4-carboxamide ClC1=C(C=C(C=C1)NC(=O)[C@@H]1C([C@H]1C1=CC(=CC(=C1)Cl)Cl)(Cl)Cl)NC(=O)C1=NC=NC=C1 |r|